ClC=1C=C(C=CC1F)NC1=NC(=NC=C1)S(=O)(=O)C N-(3-chloro-4-fluorophenyl)-2-(methylsulfonyl)pyrimidin-4-amine